2-hydroxy-6-(2-fluorobenzylamino)purine OC1=NC(=C2NC=NC2=N1)NCC1=C(C=CC=C1)F